ClC1=C(C(=CC=C1Cl)F)[C@@]1(CNCC1)NC=1C=CC2=C(C(N(CCC2)C)=O)C1 (S)-8-((3-(2,3-dichloro-6-fluorophenyl)pyrrolidin-3-yl)amino)-2-methyl-2,3,4,5-tetrahydro-1H-benzo[c]azepin-1-one